(3S)-5-[(E)-6-(methylamino)hex-1-enyl]-2-oxo-spiro[1H-pyrrolo[2,3-b]pyridine-3,6'-5,7-dihydro-cyclopenta[b]pyridine] CNCCCC/C=C/C=1C=C2C(=NC1)NC([C@]21CC=2C(=NC=CC2)C1)=O